2-((8-(4-(((3R,4R)-1-(2-cyanoacetyl)-4-methylpiperidin-3-yl)(methyl)amino)-7H-pyrrolo[2,3-d]pyrimidin-7-yl)-3,6-dimethyl-8-oxooctanoyl)oxy)propane-1,3-diyl dioleate C(CCCCCCC\C=C/CCCCCCCC)(=O)OCC(COC(CCCCCCC\C=C/CCCCCCCC)=O)OC(CC(CCC(CC(=O)N1C=CC2=C1N=CN=C2N(C)[C@H]2CN(CC[C@H]2C)C(CC#N)=O)C)C)=O